(1-(2-(difluoromethyl)benzyl)cyclobutyl)methanamine FC(C1=C(CC2(CCC2)CN)C=CC=C1)F